sodium (S)-3-(3-(5-fluoro-2-methylbenzyl) phenyl)-3-(3-(1-methyl-4-oxido-2-oxo-1,2-dihydropyridin-3-yl) ureido)propanoate FC=1C=CC(=C(CC=2C=C(C=CC2)[C@H](CC(=O)[O-])NC(=O)NC=2C(N(C=CC2[O-])C)=O)C1)C.[Na+].[Na+]